C(C)(C)N1N=C(C=C1)C=1C(=C2C(=NC(=NN2C1)C=1N(C=CN1)C)NC=1C(=NC=NC1)OC)C 6-(1-Isopropyl-1H-pyrazol-3-yl)-N-(4-methoxypyrimidin-5-yl)-5-methyl-2-(1-methyl-1H-imidazol-2-yl)pyrrolo[2,1-f][1,2,4]triazin-4-amine